OCC1NC(CC1)CO 2,5-bis(hydroxymethyl)pyrrolidine